FC1=CC=C(C=C1)C1=C(C=C(N1)C(C)C)C1=CC=CC=C1 5-(4-Fluorophenyl)-2-isopropyl-4-phenyl-1H-pyrrole